1,6-dimethylpentacyclo-[6.6.1.13,6.02,7.09,14]-4-hexadecene CC12C3C4C=CC(C3C(C3CCCCC31)C2)(C4)C